N-((5-chloro-6-((2-methyl-2H-1,2,3-triazol-4-yl)methoxy)-1H-indol-2-yl)methyl)pyrrolidine-1-carboxamide ClC=1C=C2C=C(NC2=CC1OCC1=NN(N=C1)C)CNC(=O)N1CCCC1